7-{[3-(2,3-dichloro-6-fluorophenyl)azetidin-3-yl]amino}-2,4-dimethylphthalazin-1-one ClC1=C(C(=CC=C1Cl)F)C1(CNC1)NC1=CC=C2C(=NN(C(C2=C1)=O)C)C